CC=1C=NN(C1C(F)(F)F)C1CC(C1)O (1s,3s)-3-(4-methyl-5-(trifluoromethyl)-1H-pyrazol-1-yl)cyclobutanol